Cl.CN(CCOC1=CC=C(C(=O)NC=2C=CC(=C3C=CN=CC23)C(F)(F)F)C=C1)C 4-[2-(dimethylamino)ethoxy]-N-[5-(trifluoromethyl)isoquinolin-8-yl]benzamide hydrochloride